O=C1NC(CCC1N1C(C2=CC(=CC(=C2C1)C1CCN(CC1)CCCCCCCC(=O)NC1=C2C(N(C(C2=CC=C1)=O)[C@H](CS(=O)(=O)C)C1=CC(=C(C=C1)OC)OCC)=O)F)=O)=O 8-(4-(2-(2,6-Dioxopiperidin-3-yl)-6-fluoro-1-oxoisoindolin-4-yl)piperidin-1-yl)-N-(2-((S)-1-(3-ethoxy-4-methoxyphenyl)-2-(methylsulfonyl)ethyl)-1,3-dioxoisoindolin-4-yl)octanamide